methyl-hydroxyethyl-imidazolium methyl-(3S)-3-phenyl-3-[1-(trifluoromethyl)cyclopropyl]propanoate COC(C[C@H](C1(CC1)C(F)(F)F)C1=CC=CC=C1)=O.C[N+]1=C(NC=C1)CCO